C(C)(C)(C)OC(=O)N1C(C(CCC1)=O)CC1=C(C(=CC=C1)C1=C(C=CC=C1)O\C=C\C(=O)OC(C)(C)C)F 2-[[3-[2-[(E)-3-tert-butoxy-3-oxo-prop-1-enoxy]phenyl]-2-fluoro-phenyl]methyl]-3-oxo-piperidine-1-carboxylic acid tert-butyl ester